C\C(=C/CC[C@]1(OC2=C(C(=C(C(=C2CC1)C)O)C)C)C)\CC\C=C(\CCC=C1COC1)/C (R)-2-((3E,7E)-4,8-dimethyl-11-(oxetan-3-ylidene)undecane-3,7-dien-1-yl)-2,5,7,8-tetramethylchroman-6-ol